1-tert-Butyl 2,6-dichlorophenyl (2R)-2-{4,7,10-tris[2-(tert-butoxy)-2-oxoethyl]-1,4,7,10-tetraazacyclododecan-1-yl}pentanedioate C(C)(C)(C)OC(CN1CCN(CCN(CCN(CC1)CC(OC(C)(C)C)=O)CC(OC(C)(C)C)=O)[C@@H](C(=O)OC(C)(C)C)CCC(=O)OC1=C(C=CC=C1Cl)Cl)=O